CC=1C=CC2=C(NC(=N2)C(Cl)(Cl)Cl)C1C 6,7-dimethyl-2-(trichloromethyl)-1H-benzo[d]imidazole